dipropylbismuthanylamino(propyl)bismuthanyl(dipropylbismuthanyl)amine C(CC)[Bi](CCC)N[BiH]N([Bi](CCC)CCC)CCC